2-(adamantan-1-yl)-N-(9-(4-(7-(4-(2-hydroxyethyl)piperazin-1-yl)-2-methyl-5-phenylpyrazolo[1,5-a]pyrimidin-3-yl)phenyl)nonyl)acetamide C12(CC3CC(CC(C1)C3)C2)CC(=O)NCCCCCCCCCC2=CC=C(C=C2)C=2C(=NN3C2N=C(C=C3N3CCN(CC3)CCO)C3=CC=CC=C3)C